FC1=C(C(C(C1(F)F)(F)F)(F)F)C(C(F)(F)F)(C(C(C(F)(F)F)(F)F)(F)F)F 1,3,3,4,4,5,5-heptafluoro-2-(perfluoropent-2-yl)cyclopent-1-ene